C(C1=CC=CC=C1)OC(N[C@H](C(=O)NC=1C(N(C=CC1)CC1=NC2=C(N1)C=CC=C2OC(C)C)=O)CC\C=C\C(=O)N)=O Benzyl-(S,E)-(7-amino-1-((1-((4-isopropoxy-1H-benzo[d]imidazol-2-yl)methyl)-2-oxo-1,2-dihydropyridin-3-yl)amino)-1,7-dioxohept-5-en-2-yl)carbamat